C(C)(=O)[O-].C(C)(=O)[O-].NC(CCC(=O)[N-]CC1=CC=CC=C1)N Diaminobutyryl-Benzylamide Diacetate